(3-Chloropyridin-2-yl)(3-(4-(hydroxy(m-tolyl)methyl)-2-(hydroxymethyl)phenyl)pyrrolidin-1-yl)methanone ClC=1C(=NC=CC1)C(=O)N1CC(CC1)C1=C(C=C(C=C1)C(C=1C=C(C=CC1)C)O)CO